N1[C@@H](CCC1)CCNC(O[C@H]1[C@H](NC[C@@H]1O)CC1=CC=C(C=C1)[N+](=O)[O-])=O (2R,3S,4S)-4-hydroxy-2-[(4-nitrophenyl)methyl]pyrrolidin-3-yl N-{2-[(2S)-pyrrolidin-2-yl]ethyl}carbamate